diphenylcyclotridecane-4-yl-amide C1(=CC=CC=C1)C1(CCC(CCCCCCCCC1)[NH-])C1=CC=CC=C1